(S)-1-azido-3-chloropropan-2-ol N(=[N+]=[N-])C[C@@H](CCl)O